C(C(C)(C)C)(=O)OC(C(CCC)CC)(OC(C(C)(C)C)=O)CC diethylpentanediol dipivalate